CC1=C(C=C(C=C1)C(=O)N)NNC (2-methylhydrazino)-p-toluamide